2,3-dimethyl-2,3-bis(p-iodophenyl)butane CC(C)(C(C)(C1=CC=C(C=C1)I)C)C1=CC=C(C=C1)I